CN(P(OC[C@H]1O[C@H](C[C@@H]1OC(C1=CC=CC=C1)(C1=CC=C(C=C1)OC)C1=CC=C(C=C1)OC)N1C2=NC=NC(=C2N=C1)NC(C1=CC=CC=C1)=O)(=O)Cl)C ((2R,3S,5R)-5-(6-benzamido-9H-purin-9-yl)-3-(bis(4-methoxyphenyl)(phenyl)methoxy)tetrahydrofuran-2-yl)methyl dimethylphosphoramidochloridate